N-(6-(1-methyl-1H-imidazol-5-yl)isoquinolin-3-yl)azetidine-3-carboxamide CN1C=NC=C1C=1C=C2C=C(N=CC2=CC1)NC(=O)C1CNC1